3-(5-(6-amino-4-methylpyridin-2-yl)-1-oxoisoindolin-2-yl)piperidine NC1=CC(=CC(=N1)C=1C=C2CN(C(C2=CC1)=O)C1CNCCC1)C